CC(CCCCCC)(C#CC(CCCCCC)(O)C)O 7,10-dimethyl-8-hexadecyne-7,10-diol